di-tert.-amyl-n-propylphosphine C(C)(C)(CC)P(CCC)C(C)(C)CC